(M)-2-[6-Chloro-4-[(2S,5R)-2,5-dimethyl-4-prop-2-enoyl-piperazin-1-yl]-1-(2-isopropyl-4-methyl-3-pyridyl)-2-oxo-pyrido[2,3-d]pyrimidin-7-yl]benzenesulfonamide ClC1=CC2=C(N(C(N=C2N2[C@H](CN([C@@H](C2)C)C(C=C)=O)C)=O)C=2C(=NC=CC2C)C(C)C)N=C1C1=C(C=CC=C1)S(=O)(=O)N